ClC=1C=C(C=C(C1)F)N1CC(C=2C=C(N=CC2C1)C(=O)O)C(C)C 7-(3-chloro-5-fluorophenyl)-5-isopropyl-5,6,7,8-tetrahydro-2,7-naphthyridine-3-carboxylic acid